(2s,6s)-2-(benzyloxymethyl)-6-methyl-morpholine-4-carboxylic acid tert-butyl ester C(C)(C)(C)OC(=O)N1C[C@H](O[C@H](C1)C)COCC1=CC=CC=C1